[Li+].C(N)(=O)[C@H]1N2C(N([C@H](C=C1C)C2)OCC(=O)[O-])=O {[(2S,5R)-2-carbamoyl-3-methyl-7-oxo-1,6-diazabicyclo[3.2.1]oct-3-en-6-yl]oxy}acetic acid lithium salt